C(C)C(CN1C=CC2=C1N=C(N=C2)NC=2C=NN(C2)CC(=O)N(C)C)CC 2-(4-((7-(2-ethylbutyl)-7H-pyrrolo[2,3-d]pyrimidin-2-yl)amino)-1H-pyrazol-1-yl)-N,N-dimethylacetamide